4,8,8'-trimethoxy-1',4'-dioxo-1',4'-dihydro-[2,2'-binaphthalen]-1-yl morpholine-4-carboxylate N1(CCOCC1)C(=O)OC1=C(C=C(C2=CC=CC(=C12)OC)OC)C=1C(C2=C(C=CC=C2C(C1)=O)OC)=O